CC1=C(C=CC=C1)NC(C)=O N-(2-methylphenyl)acetamide